(3R)-3-(7-chloro-1,4-dimethyl-1H-benzotriazol-5-yl)-3-[7-(hydroxymethyl)-2,3-dihydro-1H-inden-5-yl]propionic acid ethyl ester C(C)OC(C[C@H](C=1C=C2CCCC2=C(C1)CO)C1=C(C2=C(N(N=N2)C)C(=C1)Cl)C)=O